N-((S)-(7-((S)-1-(5,5-Difluoro-2-oxotetrahydropyrimidin-1(2H)-yl)-2-methoxyethyl)imidazo[1,2-b]pyridazin-2-yl)(4,4-difluorocyclohexyl)methyl)-1-isopropyl-1H-pyrazole-5-carboxamide FC1(CNC(N(C1)[C@H](COC)C1=CC=2N(N=C1)C=C(N2)[C@@H](NC(=O)C2=CC=NN2C(C)C)C2CCC(CC2)(F)F)=O)F